COC(=O)C1N(CCNC1)CC Ethyl-piperazine-2-carboxylic acid methyl ester